FC1=CC=C2C(=NC=NC2=C1)NCCCCN1C(NC2(CC2)C1=O)=O 6-(4-((7-Fluoroquinazolin-4-yl)amino)butyl)-4,6-diazaspiro[2.4]heptane-5,7-dione